E-14-octadecenal C(CCCCCCCCCCCC\C=C\CCC)=O